COC1=NC=C(C2=CC=CC=C12)C(C)N 1-(1-Methoxyisoquinolin-4-yl)ethylamine